NC1=NC(=C(C(=N1)O)C=O)N(C)C 2-AMINO-6-(DIMETHYLAMINO)-4-HYDROXYPYRIMIDINE-5-CARBALDEHYDE